N1C=CC=2C1=NC=CC2C(C)=O 1-(1H-pyrrolo[2,3-b]pyridin-4-yl)ethanone